tert-butylphenyliodonium perfluorooctanesulfonate FC(C(C(C(C(C(C(C(F)(F)F)(F)F)(F)F)(F)F)(F)F)(F)F)(F)F)(S(=O)(=O)[O-])F.C(C)(C)(C)[I+]C1=CC=CC=C1